FC=1C=C(C=CC1)[C@@H](C)N(C(O)=O)C1=C(C=NN1C)C1=NC(=C(C=C1)NS(=O)(=O)C)C.CS(=O)(=O)C1=CC=C(C=C1)C1=NOC=C1 3-(4-(methylsulfonyl)phenyl)isoxazole (R)-1-(3-fluorophenyl)ethyl-(1-methyl-4-(6-methyl-5-(methylsulfonamido)pyridin-2-yl)-1H-pyrazol-5-yl)carbamate